4-((2-cyanophenyl)thio)-6-(1-((1s,4s)-4-(dimethylamino)cyclohex-yl)-3,5-dimethyl-1H-pyrazol-4-yl)pyrazolo[1,5-a]pyridine-3-carbonitrile C(#N)C1=C(C=CC=C1)SC=1C=2N(C=C(C1)C=1C(=NN(C1C)C1CCC(CC1)N(C)C)C)N=CC2C#N